OC[C@H](C1=CC=CC=C1)NC1=CC(=NC=C1C1=NC(=NO1)N1CCOCC1)NC=1C=C2C(N(C(C2=CC1)=O)CCC)(C)C (S)-5-((4-((2-hydroxy-1-phenylethyl)amino)-5-(3-morpholino-1,2,4-oxadiazol-5-yl)pyridin-2-yl)amino)-3,3-dimethyl-2-propylisoindolin-1-one